BrC1=CC=CC(=N1)C(=O)NC1=C(C=C(C=C1)C1=NOC(=N1)[C@@H]1C[C@@H](CN(C1)C)NC(OCC1=CC=CC=C1)=O)F benzyl ((3S,5R)-5-(3-(4-(6-bromopicolinamido)-3-fluorophenyl)-1,2,4-oxadiazol-5-yl)-1-methylpiperidin-3-yl)carbamate